O1C(COCC1)COC1=NC(=NC(=C1)OCC1=CC=C(C=C1)OC)C1=CC=C(C=C1)C=1C=NC(=CC1)C 4-((1,4-dioxan-2-yl)methoxy)-6-((4-methoxybenzyl)oxy)-2-(4-(6-methylpyridin-3-yl)phenyl)pyrimidine